O=C1CC2(CN1C=1C=NC(=CC1)C(F)(F)F)C1CN(CC2C1)C(=O)OCC1=CC=CC=C1 benzyl 5'-oxo-1'-(6-(trifluoromethyl)pyridin-3-yl)-3-azaspiro[bicyclo[3.1.1]heptane-6,3'-pyrrolidine]-3-carboxylate